4-aminopyrimidine-5-carboxaldehyde NC1=NC=NC=C1C=O